NC1=NC=CC(=C1C#CCCCO)C=1C=CC(=C(C#N)C1)F 5-(2-amino-3-(5-hydroxypent-1-yn-1-yl)pyridin-4-yl)-2-fluorobenzonitrile